COC=1C=C(C=C(C1OC)OC)NC1=CC(=NC=C1)C=1C(=NC=CC1NC1=CC(=C(C(=C1)OC)OC)OC)C(=O)NC1=CC(=C(C=C1)C)[N+](=O)[O-] 4-[(3,4,5-trimethoxyphenyl)amino]-2-pyridyl-N-(4-methyl-3-nitrophenyl)-4-[(3,4,5-trimethoxyphenyl)amino]pyridine-2-carboxamide